[W].BrC1=CC=C2N=CC(=NC2=C1)C(C)(F)F 7-bromo-2-(1,1-difluoroethyl)quinoxaline tungsten